isopropyl (S)-6-diazo-2-((R)-2-hydroxy-2-(pyridin-2-yl)acetamido)-5-oxohexanoate [N+](=[N-])=CC(CC[C@@H](C(=O)OC(C)C)NC([C@@H](C1=NC=CC=C1)O)=O)=O